C(C)(C)(C)OC(=O)N1C[C@H]([C@H](CC1)NC(=O)OCC1=CC=CC=C1)C (3R,4S)-4-(((benzyloxy)carbonyl)amino)-3-methylpiperidine-1-carboxylic acid tert-butyl ester